N-(4-{1-[(furan-3-yl)carbonyl]piperidin-4-yl}butyl)imidazo[1,2-a]pyridine-6-carboxamide O1C=C(C=C1)C(=O)N1CCC(CC1)CCCCNC(=O)C=1C=CC=2N(C1)C=CN2